(R)-N-(4-((2',6'-difluoro-[1,1'-biphenyl]-3-yl)amino)-7-((1-methylpyrrolidin-3-yl)oxy)quinazolin-6-yl)acrylamide FC1=C(C(=CC=C1)F)C1=CC(=CC=C1)NC1=NC=NC2=CC(=C(C=C12)NC(C=C)=O)O[C@H]1CN(CC1)C